C1(CC1)N1C(C=C(C=C1)C1=CC=2N=C(N=C(C2C=N1)N[C@H](C)C1=C(C(=CC=C1)C(F)F)F)C)=O (R)-1-cyclopropyl-4-(4-((1-(3-(difluoromethyl)-2-fluorophenyl)ethyl)amino)-2-methylpyrido[4,3-d]pyrimidin-7-yl)pyridin-2(1H)-one